3-methyl-2-pentyl-cyclopentanone CC1C(C(CC1)=O)CCCCC